N(C1=CC=CC=C1)C1=NC=C(C(=N1)NCC=1C=C(C=CC1C)N(S(=O)(=O)C)C)C(F)(F)F N-[3-({[2-anilino-5-(trifluoromethyl)pyrimidin-4-yl]amino}methyl)-4-methylphenyl]-N-methylmethanesulfonamide